CN1N=CC(=C1C=O)C=1C=C2C(=NN(C2=CC1)C1OCCCC1)C#C[Si](C(C)C)(C(C)C)C(C)C 2-methyl-4-[1-tetrahydropyran-2-yl-3-(2-triisopropylsilylethynyl)indazol-5-yl]pyrazole-3-carbaldehyde